N1C=NC=C1.C(CCCCC)OC1=C(C=C(C=C1)C=1C(N2C(=CSC2=C(C1CC1=CC=CC2=CC=CC=C12)OC)C(=O)O)=O)C [4-(hexyloxy)-3-methyl-phenyl]-5-methoxy-4-[(1-naphthyl)methyl]-2-oxo-7-thia-1-azabicyclo[4.3.0]non-3,5,8-triene-9-carboxylic acid imidazole salt